1-(1-Aminoisochinolin-4-yl)-N-(2,5-dimethyl-6-(2H-1,2,3-triazol-2-yl)pyridin-3-yl)-5-(trifluoromethyl)-1H-pyrazol-4-carboxamid NC1=NC=C(C2=CC=CC=C12)N1N=CC(=C1C(F)(F)F)C(=O)NC=1C(=NC(=C(C1)C)N1N=CC=N1)C